7-nitrobenzo[1,2,5]oxadiazol [N+](=O)([O-])C1=CC=CC2=NON=C21